3-cyclopropyl-1-({4-fluorobicyclo[2.2.1]heptan-1-yl}methyl)-N-[2-(methylsulfanyl)pyridin-4-yl]-4-(trifluoromethyl)-1H-pyrazole-5-carboxamide C1(CC1)C1=NN(C(=C1C(F)(F)F)C(=O)NC1=CC(=NC=C1)SC)CC12CCC(CC1)(C2)F